NC1=C(C=CC(=C1)Br)C(C(=O)N(C)C)C (2-amino-4-bromophenyl)-N,N-dimethylpropionamide